OCC(CO)(CO)NCCS(=O)(=O)O 2-[(2-hydroxy-1,1-bis(hydroxymethyl)ethyl)-amino]ethanesulfonic acid